O.[Na].[N+](=O)([O-])C1=CC=C(C=C1)O 4-nitrophenol sodium salt hydrate